trans-2-Amino-N-[3-(3-chloro-4-cyanophenoxy)-2,2,4,4-tetramethylcyclobutyl]pyrimidine-5-carboxamid NC1=NC=C(C=N1)C(=O)N[C@@H]1C([C@H](C1(C)C)OC1=CC(=C(C=C1)C#N)Cl)(C)C